tert-butyl (2S,3R)-2-({3-[(6-cyano-3-methylpyridin-2-yl)(difluoro)methyl]-2-fluorophenyl}methyl)-3-[(ethanesulfonyl)amino]-4,4-difluoropyrrolidine-1-carboxylate C(#N)C1=CC=C(C(=N1)C(C=1C(=C(C=CC1)C[C@@H]1N(CC([C@@H]1NS(=O)(=O)CC)(F)F)C(=O)OC(C)(C)C)F)(F)F)C